N=C(CCNC(=O)C=1N(C=C(C1)NC(=O)C=1N(C=C(C1)NC(C1=CC=C(C=C1)\C=C\C1=CC2=CC=CC=C2C=C1)=O)C)C)NC (E)-N-(3-imino-3-(methylamino)propyl)-1-methyl-4-(1-methyl-4-(4-(2-(naphthalen-2-yl)vinyl)benzamido)-1H-pyrrole-2-carboxamido)-1H-pyrrole-2-carboxamide